ClC=1C=CC(=C(C1)C1=CC(=CC=C1)C(=O)OC(C)(C)C)OCCC#CC(C(F)(F)F)=O tert-butyl 5'-chloro-2'-((6,6,6-trifluoro-5-oxohex-3-yn-1-yl) oxy)-[1,1'-biphenyl]-3-carboxylate